N-(5-chloro-4-(1-(methylsulfonyl)-1H-pyrazol-4-yl)pyrimidin-2-yl)-1-methyl-3-(4-(4-methylpiperazin-1-yl)piperidin-1-yl)-1H-indazol-6-amine ClC=1C(=NC(=NC1)NC1=CC=C2C(=NN(C2=C1)C)N1CCC(CC1)N1CCN(CC1)C)C=1C=NN(C1)S(=O)(=O)C